C(#N)C(CNC(C(C)C)=O)CCCC#N N-(2,5-dicyanopentyl)isobutyramide